2-amino-6-borono-2-(1-(4-(trifluoromethyl)quinolin-2-yl)piperidin-4-yl)hexanoic acid NC(C(=O)O)(CCCCB(O)O)C1CCN(CC1)C1=NC2=CC=CC=C2C(=C1)C(F)(F)F